C([C@H](O)C1=CC=CC=C1)(=O)O.C[C@@H]1[C@H](C2=CC(=CC=C2C1)C)N (1R,2S)-2,6-dimethyl-1-aminoindan R-mandelate salt